(E)-N-(4-(1-(4-(4-(5-(2-(2,6-dioxopiperidin-3-yl)-1-oxoisoindolin-4-yl)pent-4-yn-1-yl)piperazin-1-yl)benzoyl)piperidin-4-yl)butyl)-3-(pyridin-3-yl)acrylamide O=C1NC(CCC1N1C(C2=CC=CC(=C2C1)C#CCCCN1CCN(CC1)C1=CC=C(C(=O)N2CCC(CC2)CCCCNC(\C=C\C=2C=NC=CC2)=O)C=C1)=O)=O